methyl 3-(chlorocarbonyl)cyclopentane-1-carboxylate ClC(=O)C1CC(CC1)C(=O)OC